N1=CC=C(C=C1)C1=NC(=C2N=CN(C2=N1)N=CC1=CC(=CC=C1)C(F)(F)F)N (Pyridin-4-yl)-9-((3-(trifluoromethyl)benzylidene)amino)-9H-purin-6-amine